B(O)(O)O.C1(=CC=CC=2CCCCC12)C(=O)N([C@@H](CC(C)C)C(=O)O)NC(CCC1=COC2C(OCC2)=C1)=O (S)-N-(5,6,7,8-tetrahydro-1-naphthoyl)-3-(2,3-dihydro-1,4-benzodioxol-6-yl)propionamido-D-leucine borate